CC(CN)(CCC1=CC=C(C=C1)F)C 2,2-dimethyl-4-(4-fluorophenyl)butylamine